C1(CC1)N1C(N2C(C=C1C(F)(F)F)=NC(=C2)C2=NC=C(C=C2S(=O)(=O)CC)C2=NOC1(C2)CCCC1)=O 6-cyclopropyl-2-[3-ethylsulfonyl-5-(1-oxa-2-azaspiro[4.4]non-2-en-3-yl)-2-pyridyl]-7-(trifluoromethyl)imidazo[1,2-c]pyrimidin-5-one